FC1=C(C=CC(=C1)C)NC1=CC=C2C(=NNC2=C1)NC(C1=CC=C(C=C1)C1CCN(CC1)C)=O N-(6-((2-Fluoro-4-methylphenyl)amino)-1H-indazol-3-yl)-4-(1-methylpiperidin-4-yl)benzamid